Cl.FC1=CC=C(OC2C[C@@H]3[C@@H](CN(C3)CC(=O)C=3C=NNC3)C2)C=C1 2-((3aR,5s,6aS)-5-(4-fluorophenoxy)hexahydrocyclopenta[c]pyrrol-2(1H)-yl)-1-(1H-pyrazol-4-yl)ethanone hydrochloride